6-bromo-2-ethyl-4-fluoro-1-(oxetan-3-yl)-1H-benzimidazole BrC=1C=C(C2=C(N(C(=N2)CC)C2COC2)C1)F